3-cyano-7-(4-methoxy-phenyl)-pyrazolo[1,5-a]pyrimidine C(#N)C=1C=NN2C1N=CC=C2C2=CC=C(C=C2)OC